4,6-dichloro-2-phenylpyrimidine ClC1=NC(=NC(=C1)Cl)C1=CC=CC=C1